FC(CC(Cl)(Cl)Cl)(F)F 1,1,1-trifluoro-3,3,3-trichloropropane